NC1=NNC2=CC=C(C(=C12)C)C1=C(C=C(C=C1)S(=O)(=O)NC1CC(C1)O)C 4-(3-amino-4-methyl-1H-indazol-5-yl)-N-((1s,3s)-3-hydroxycyclobutyl)-3-methylbenzenesulfonamide